3-(1-amino-2-methylpropan-2-yl)-2-methoxyaniline NCC(C)(C)C=1C(=C(N)C=CC1)OC